C(C1=CC=CC=C1)OC(=O)NC12CC(C1)(C2)CC(=O)OC Methyl 2-(3-{[(benzyloxy)carbonyl]amino}bicyclo[1.1.1]pentan-1-yl)acetate